cetylbehenate C(CCCCCCCCCCCCCCC)OC(CCCCCCCCCCCCCCCCCCCCC)=O